(1R,2R,3aS,10aR)-2-hydroxy-5-methyl-1-[(1E,4S)-7,8,8-trifluoro-4-hydroxy-4-methyl-1,7-octadien-1-yl]-2,3,3a,9,10,10a-hexahydro-1H-benzo[b]cyclopenta[f]oxepin-6-carboxylic acid O[C@@H]1C[C@H]2[C@H](CCC3=C(O2)C(=C(C=C3)C(=O)O)C)[C@H]1\C=C\C[C@@](CCC(=C(F)F)F)(C)O